C(C=CC)(=O)OC(C)C isopropyl 2-butenoate